2-(3-bromo-2-fluorophenyl)-5-(trifluoromethyl)-2,3-dihydrobenzofuran BrC=1C(=C(C=CC1)C1OC2=C(C1)C=C(C=C2)C(F)(F)F)F